4,5-diphenyl-2-(3-tolyl)-4,5-dihydro-oxazole C1(=CC=CC=C1)C1N=C(OC1C1=CC=CC=C1)C=1C=C(C=CC1)C